N-(2-bromo-4-fluorophenyl)thiobenzoylAmine BrC1=C(C=CC(=C1)F)NC(C1=CC=CC=C1)=S